FC=1C=2N(C=C(C1)NC(=O)C=1N=CC(=NC1)N(C1CCN(C3(CC3)C1)C(=O)OC(C)(C)C)C)C=C(N2)C tert-Butyl 7-[[5-[(8-fluoro-2-methyl-imidazo[1,2-a]pyridin-6-yl)carbamoyl]pyrazin-2-yl]-methyl-amino]-4-azaspiro[2.5]octane-4-carboxylate